(S)-2-(2,8-dimethylimidazo[1,2-b]pyridazin-6-yl)-7-(3-methylpiperazin-1-yl)-4H-pyrido[1,2-a]pyrimidin-4-one CC=1N=C2N(N=C(C=C2C)C=2N=C3N(C(C2)=O)C=C(C=C3)N3C[C@@H](NCC3)C)C1